N4,N4'-bis(pyridin-4-ylmethyl)-[1,1'-biphenyl]-4,4'-dicarboxamide N1=CC=C(C=C1)CNC(=O)C1=CC=C(C=C1)C1=CC=C(C=C1)C(=O)NCC1=CC=NC=C1